CC1([C@@H]2CC([C@]1(CC2)CS(=O)(=O)O)=O)C.CN2CCC2 methylazetidine [(1R,4S)-7,7-dimethyl-2-oxo-norbornan-1-yl]methanesulfonate